BrC1=NC=C(C(=C1[N+](=O)[O-])C)F 2-bromo-5-fluoro-4-methyl-3-nitropyridine